6H-THIENO[2,3-B]PYRROLE-3-CARBOXALDEHYDE S1C=C(C2=C1NC=C2)C=O